4-(4-amino-8-hydroxyquinazolin-6-yl)-N-(2-(dimethylamino)ethyl)benzamide NC1=NC=NC2=C(C=C(C=C12)C1=CC=C(C(=O)NCCN(C)C)C=C1)O